2-(1-(4-amino-3-(3-fluoro-4-methoxyphenyl)-1H-pyrazolo[3,4-d]pyrimidin-1-yl)ethyl)-3-cyclopentyl-6-fluoroquinazolin-4(3H)-one NC1=C2C(=NC=N1)N(N=C2C2=CC(=C(C=C2)OC)F)C(C)C2=NC1=CC=C(C=C1C(N2C2CCCC2)=O)F